CC12CC3(CC(CC(C1)(C3)C)(C2)C)O 3,5,7-trimethyladamantan-1-ol